2-((1-((benzyloxy)carbonyl)pyrrolidin-3-yl)oxy)acetic acid C(C1=CC=CC=C1)OC(=O)N1CC(CC1)OCC(=O)O